NC=1N=C(SC1C(=O)C1=NC(=NO1)C1CCCC1)N(C1=CC=C(C=C1)F)C(C(=O)N)C (N-[4-Amino-5-(3-cyclopentyl-1,2,4-oxadiazol-5-carbonyl)thiazol-2-yl]-4-fluoroanilino)propanamid